Rac-N-(2-chloro-6-(trifluoromethyl)pyridin-3-yl)-2-(5-ethyl-2-(3-fluoropiperidin-1-yl)-7-oxo-6-(piperazin-1-yl)-[1,2,4]triazolo[1,5-a]pyrimidin-4(7H)-yl)acetamide ClC1=NC(=CC=C1NC(CN1C=2N(C(C(=C1CC)N1CCNCC1)=O)N=C(N2)N2C[C@@H](CCC2)F)=O)C(F)(F)F |r|